C(CCCC#C)NC(C1=CC=C(C=C1)O)=O N-(hex-5-yn-1-yl)-4-hydroxybenzamide